bicyclo[1.1.1]pentan-1-ylmethylamine C12(CC(C1)C2)CN